4-fluoro-N-(3'-(difluoromethoxy)-4,5'-difluoro-[1,1'-biphenyl]-3-yl)benzenesulfonamide FC1=CC=C(C=C1)S(=O)(=O)NC=1C=C(C=CC1F)C1=CC(=CC(=C1)F)OC(F)F